3-chloro-4-(((3R,4S)-4-((4-chloro-3-fluorophenyl)sulfonyl)-3-hydroxy-3-(hydroxymethyl)pyrrolidin-1-yl)sulfonyl)benzonitrile ClC=1C=C(C#N)C=CC1S(=O)(=O)N1C[C@]([C@H](C1)S(=O)(=O)C1=CC(=C(C=C1)Cl)F)(CO)O